FC(C(=O)O)(F)F.CCC(CC)NC(=O)C1=CN=C(O1)C=1C=C(C=CC1)C1=CC(=NN1)C(=O)N[C@@H](C(=O)OCC)C1=CC=CC=C1 (R)-Ethyl 2-(5-(3-(5-(Pentan-3-Ylcarbamoyl)Oxazol-2-Yl)Phenyl)-1H-Pyrazole-3-Carboxamido)-2-Phenylacetate Trifluoroacetate